tert-butyl 4-((1,3-dioxoisoindolin-2-yl)methyl)-2-azabicyclo[2.1.1]hexane-2-carboxylate O=C1N(C(C2=CC=CC=C12)=O)CC12CN(C(C1)C2)C(=O)OC(C)(C)C